p-toluenesulphonyl-hydrazine CC1=CC=C(C=C1)S(=O)(=O)NN